4-(n-propyl)-4-aza-tricyclo[5.2.1.02,6]-8-decene-3,5-dione C(CC)N1C(C2C3C=CC(C2C1=O)C3)=O